FC1=C(C=CC=C1)C1=CC(=CN1S(=O)(=O)C=1C=NC=C(C1)N1CC2C(C1)COC2)CNC 1-(5-(2-fluorophenyl)-1-((5-(tetrahydro-1H-furo[3,4-c]pyrrol-5(3H)-yl)pyridin-3-yl)sulfonyl)-1H-pyrrol-3-yl)-N-methyl-methylamine